6-(4-cyanophenyl)-1-(2-morpholinoethyl)-2-oxo-1,2-dihydro-1,8-naphthyridine-3-carboxylic acid C(#N)C1=CC=C(C=C1)C=1C=C2C=C(C(N(C2=NC1)CCN1CCOCC1)=O)C(=O)O